(E)-3-((4-methoxypyridin-2-yl)methylene)-6-((2-methyl-1H-imidazol-1-yl)methyl)-8-(1-methyl-3-(trifluoromethyl)-1H-pyrazol-4-yl)chroman-4-one COC1=CC(=NC=C1)\C=C\1/COC2=C(C=C(C=C2C1=O)CN1C(=NC=C1)C)C=1C(=NN(C1)C)C(F)(F)F